N[C@@H](C)C1=NC2=CC=C(C(=C2C(N1C1=CC=CC=C1)=O)C#CC=1C=NN(C1)C)F (S)-2-(1-aminoethyl)-6-fluoro-5-((1-methyl-1H-pyrazol-4-yl)ethynyl)-3-phenylquinazoline-4(3H)-one